S1C(=CC=C1)\C=C\C=1SC=CC1 (E)-1,2-di(thiophene-2-yl)ethylene